ClC1=C(C=C2C=C(N=CC2=C1)NC(=O)C1CC12CCC2)N2CCN(CC2)C2(COCC2O)C Rac-N-(7-chloro-6-(4-(4-hydroxy-3-methyltetrahydrofuran-3-yl)piperazin-1-yl)isoquinolin-3-yl)spiro[2.3]hexane-1-carboxamide